2-(hydroxy)-N-(5-chloro-2-thiazolyl)benzamide Tert-Butyl-(3-(5-amino-4-methoxy-2-(4-(4-methylpiperazin-1-yl)piperidin-1-yl)phenyl)propyl)carbamate C(C)(C)(C)N(C(O)=O)CCCC1=C(C=C(C(=C1)N)OC)N1CCC(CC1)N1CCN(CC1)C.OC1=C(C(=O)NC=2SC(=CN2)Cl)C=CC=C1